(2R,4S)-N-((S)-1-(((6-amino-2-methylpyridin-3-yl)methyl)amino)-1-oxopropan-2-yl)-4-(3-cyanobenzyl)pyrrolidine-2-carboxamide di-trifluoroacetate FC(C(=O)O)(F)F.FC(C(=O)O)(F)F.NC1=CC=C(C(=N1)C)CNC([C@H](C)NC(=O)[C@@H]1NC[C@H](C1)CC1=CC(=CC=C1)C#N)=O